ClC1=CC=C(C=C1)CN1[C@H](CCC1=O)C(=O)O (2R)-1-[(4-Chlorophenyl)methyl]-5-oxopyrrolidine-2-carboxylic Acid